lead acetate tri-hydrate O.O.O.C(C)(=O)[O-].[Pb+2].C(C)(=O)[O-]